B1(OC2=CC=C(C=C2)O1)OB([O-])[O-] 4-p-phenylene diborate